rac-(1R,2S,4S)-2-((bicyclo[1.1.1]pentan-1-ylcarbamoyl)oxy)-4-(5-(3-(2,2-difluoroethoxy)-1-methyl-1H-pyrazole-5-carboxamido)-1H-pyrazol-3-yl)cyclopentyl formate C(=O)O[C@H]1[C@H](C[C@H](C1)C1=NNC(=C1)NC(=O)C1=CC(=NN1C)OCC(F)F)OC(NC12CC(C1)C2)=O |r|